salicylic acid-n-decyl amide C(CCCCCCCCC)NC(C=1C(O)=CC=CC1)=O